FC(C1=CC(=NC=C1OC(C)C)C(NC(NC1=C(C(=O)N(C)C)C=CC=N1)=S)=N)F 2-(3-((4-(difluoromethyl)-5-isopropoxypyridin-2-yl)(imino)methyl)thioureido)-N,N-dimethylnicotinamide